BrC1=CC(=C(C=2C=CC(=NC12)N1CCCC1)C(=O)O)C 8-Bromo-6-methyl-2-(pyrrolidin-1-yl)quinoline-5-carboxylic acid